COC(=O)C=1C(N(C2=CC(=CC=C2C1N)OC(F)F)C1=C2C=CN=C(C2=CC=C1)Cl)=O 4-amino-1-(1-chloroisoquinolin-5-yl)-7-(difluoromethoxy)-2-oxo-1,2-dihydroquinoline-3-carboxylic acid methyl ester